[5-(2,2-difluoroethyl)-4,6-dimethoxy-pyrimidin-2-yl]-7-(3,5-dimethylpyrazol-1-yl)-1H-indole-3-sulfonamide FC(CC=1C(=NC(=NC1OC)N1C=C(C2=CC=CC(=C12)N1N=C(C=C1C)C)S(=O)(=O)N)OC)F